FC(C=1C(=C(C=CC1)[C@@H](C)NC1=NN(C(C=2C1=CN(C(C2)=O)C2(CC2)C(F)F)=O)C)F)(C2=NC=C(N=C2)C)F (R)-4-((1-(3-(difluoro(5-methylpyrazin-2-yl)methyl)-2-fluorophenyl)ethyl)amino)-6-(1-(difluoromethyl)cyclopropyl)-2-methyl-2,6-dihydropyrido[3,4-d]pyridazine-1,7-dione